4-bromo-3-chloro-N-(thiazol-4-yl)benzenesulfonamide 2-methacrylamidoethyl-4-((4-amino-2-(pyrazin-2-yl)-1H-imidazo[4,5-c]quinolin-1-yl)methyl)benzylcarbamate C(C(=C)C)(=O)NCCOC(NCC1=CC=C(C=C1)CN1C(=NC=2C(=NC=3C=CC=CC3C21)N)C2=NC=CN=C2)=O.BrC2=C(C=C(C=C2)S(=O)(=O)NC=2N=CSC2)Cl